C1=CC=C(C(=C1)O)S(=O)(=O)C2=CC=C(C=C2)O 2,4-dihydroxydiphenylsulfone